3-(1-(3-bromophenyl)-3-fluorocyclobutyl)-4-methyl-4H-1,2,4-triazole BrC=1C=C(C=CC1)C1(CC(C1)F)C1=NN=CN1C